2-(5-bromo-2-hydroxy-3-(nicotinoyloxy)benzylideneamino)-3-meth-ylbutanoic acid BrC=1C=C(C(=C(C=NC(C(=O)O)C(C)C)C1)O)OC(C1=CN=CC=C1)=O